COC1CN(C1)CC1CN(C1)C=1N=CC(=NC1)C(=O)N 5-[3-[(3-methoxyazetidin-1-yl)methyl]Azetidin-1-yl]Pyrazine-2-carboxamide